C(=O)(OC(C)(C)C)NCCCCN monoBocbutylenediamine